OC(CNC1=NC(N([C@H]2C[C@H](O)[C@@H](CO)O2)C=C1)=O)C(C(C(CO)O)O)O N4-(2,3,4,5,6-pentahydroxyhexyl)-2'-deoxycytidine